P(OCCOCC=C)(F)F (2-(allyloxy) ethan-1-yl) difluorophosphite